C1(CC1)CNC1=CC(N(C2=CC=C(C=C12)[N+](=O)[O-])C)=O 4-((cyclopropylmethyl)amino)-1-methyl-6-nitroquinolin-2(1H)-one